C1(=CC=CC2=CC=CC=C12)CC(=O)N 2-(naphthalen-1-yl)acetamide